OCCCN1C(C(NC2=CC=C(C=C12)C(F)(F)F)=O)=O 1-(3-hydroxypropyl)-7-(trifluoromethyl)-1,4-dihydroquinoxaline-2,3-dione